OC[C@H](C1=CC=CC=C1)NC1=NC(=NC=C1C=1OC=NN1)NC=1C=C2CNC(C2=CC1)=O 5-[[4-[[(1S)-2-hydroxy-1-phenyl-ethyl]amino]-5-(1,3,4-oxadiazol-2-yl)pyrimidin-2-yl]amino]isoindolin-1-one